NCC=1N=C(SC1)C(=O)C1=CNC2=CC(=CC=C12)F (4-(aminomethyl)thiazol-2-yl)(6-fluoro-1H-indol-3-yl)methanone